N-(3-morpholinopropyl)benzamide O1CCN(CC1)CCCNC(C1=CC=CC=C1)=O